Pyridyl-ethylamine N1=C(C=CC=C1)NCC